C(C)OC(CCC(=O)N1CC2=CC(=C(C(=C2C1)F)OCCCOC1=CC2=C([Se]C(=C2)C(CCC(=O)OCC)=O)C=C1OC)OC)=O ethyl 4-(5-(3-((2-(4-ethoxy-4-oxobutanoyl)-4-fluoro-6-methoxyisoindolin-5-yl) oxy) propoxy)-6-methoxybenzo[b]selenophen-2-yl)-4-oxobutanoate